8-((((4-(trifluoromethyl)benzyl)-oxy)carbonyl)amino)chromane-2-carboxylic acid FC(C1=CC=C(COC(=O)NC=2C=CC=C3CCC(OC23)C(=O)O)C=C1)(F)F